ClC1=NC2=C(C=C(C=C2C(N1CC=1C=NN(C1)C)=O)S(=O)(=O)NC1(CC1)C)Cl 2,8-dichloro-N-(1-methylcyclopropyl)-3-[(1-methylpyrazol-4-yl)methyl]-4-oxoquinazoline-6-sulfonamide